C(CCC)N(C([O-])=O)C1CC2(C1)CCN(CC2)CCC2CCN(CC2)C2=C(C=C(C=C2)[N+](=O)[O-])F.CC(C)(C)[O-].[Ti+4] titanium(IV) t-butoxide butyl-(7-(2-(1-(2-fluoro-4-nitrophenyl)piperidin-4-yl)ethyl)-7-azaspiro[3.5]nonan-2-yl)carbamate